NC=1C(=C(C=C2C=C(N=CC12)NC1=NN2CC(N(CCC2=C1)C)=O)N1C=NC(C(=C1C)N)=O)F 2-((8-amino-6-(5-amino-6-methyl-4-oxopyrimidin-1(4H)-yl)-7-fluoroisoquinolin-3-yl)amino)-6-methyl-5,6-dihydro-4H-pyrazolo[1,5-d][1,4]diazepin-7(8H)-one